3-(3-(2,4-dimethoxyphenyl)-4-thiazolinonyl)-N-(4-(thiophen-2-yl)butyl)benzamide COC1=C(C=CC(=C1)OC)N1C(SC=C1C=1C=C(C(=O)NCCCCC=2SC=CC2)C=CC1)=O